(R)-4-(2-((tert-butoxycarbonyl)amino)-3-phenylpropoxy)-2-methoxy-6-methylnicotinic acid C(C)(C)(C)OC(=O)N[C@@H](COC1=CC(=NC(=C1C(=O)O)OC)C)CC1=CC=CC=C1